NC1=C(C(=O)OC)C(=CC(=C1F)B1OC(C(O1)(C)C)(C)C)F Methyl 2-amino-3,6-difluoro-4-(4,4,5,5-tetramethyl-1,3,2-dioxaborolan-2-yl)benzoate